(6-Amino-4-methoxy-3',4',5',6'-tetrahydro-2'H-[3,4']bipyridinyl-1'-yl)-[5-((S)-1-cyclopropyl-ethoxy)-4-methoxy-pyridin-2-yl]-methanone NC1=CC(=C(C=N1)C1CCN(CC1)C(=O)C1=NC=C(C(=C1)OC)O[C@@H](C)C1CC1)OC